bis(4-hydroxyphenyl)benzene OC1=CC=C(C=C1)C1=C(C=CC=C1)C1=CC=C(C=C1)O